N=1C=NN2C1C=C(C=C2)OC2=C(C(=C(C=C2)NC=2C1=C(N=CN2)C=CC(=N1)[C@H]1[C@@H]2CC[C@H](C1)N2C(=O)OC(C)(C)C)F)C |o1:27,28,31| rel-tert-butyl (1S,2R,4R)-2-(4-((4-([1,2,4]triazolo[1,5-a]pyridin-7-yloxy)-2-fluoro-3-methylphenyl)amino)pyrido[3,2-d]pyrimidin-6-yl)-7-azabicyclo[2.2.1]heptane-7-carboxylate